CN(C=1C=C(OC)C=CC1)C N,N-dimethyl-m-anisidine